FC(C1N2N=CC=C2NCC1)(F)F 5-(trifluoromethyl)-5,6,7,8-tetrahydro-3,8-diazaindolizine